2-chloro-6-oxo-1,6-dihydropyridine-3-carboxylic acid ClC=1NC(C=CC1C(=O)O)=O